tetraaminosilane N[Si](N)(N)N